C(C)C(COCC(CCCC)CC)CCCC.[Ti+4] Titanium(IV) 2-ethyl-hexyloxide